tert-butyl (3R,4R)-4-{[5-chloro-7-(sec-butyl)imidazo[4,3-f][1,2,4]triazin-2-yl]amino}-3-fluoropiperidine-1-carboxylate ClC=1N=C(N2N=C(N=CC21)N[C@H]2[C@@H](CN(CC2)C(=O)OC(C)(C)C)F)C(C)CC